2-butyrylamino-5-(5-nitrothiophen-2-yl)methyleneaminothiophene-3,4-dicarboxylic acid diethyl ester C(C)OC(=O)C1=C(SC(=C1C(=O)OCC)N=CC=1SC(=CC1)[N+](=O)[O-])NC(CCC)=O